2-(2-formyl-phenoxy)caproic acid C(=O)C1=C(OC(C(=O)O)CCCC)C=CC=C1